BrC1=CC=C(C=C1)[C@@H](CC=O)NC(=O)C1=CC=2C(=NC=3CC[C@@H](CC3C2)C(C)(C)C)S1 (S)-N-((R)-1-(4-bromophenyl)-3-oxopropyl)-6-(tert-butyl)-5,6,7,8-tetrahydrothieno[2,3-b]quinoline-2-carboxamide